[N+](=O)([O-])C=1C=NC=CC1NC1CC(C1)O (1s,3s)-3-((3-nitropyridin-4-yl)amino)cyclobutan-1-ol